C1(CC1)CN1C(=CC=2C1=NC(=CC2)[C@@H](C)NC(C(C)(C)C)=O)C2=NC1=C(N2C)C=C(C(=C1)C(=O)N[C@H]1CNCC[C@@H]1F)F 2-(1-(cyclopropylmethyl)-6-((R)-1-pivalamidoethyl)-1H-pyrrolo[2,3-b]pyridin-2-yl)-6-fluoro-N-((3S,4S)-4-fluoropiperidin-3-yl)-1-methyl-1H-benzo[d]imidazole-5-carboxamide